6-(2-Fluoro-5-(7-isopropyl-7H-imidazo[4,5-c]pyridazin-4-yl)phenyl)-5-methoxy-3-methylbenzo[d]oxazol-2(3H)-one FC1=C(C=C(C=C1)C=1C2=C(N=NC1)N(C=N2)C(C)C)C2=CC1=C(N(C(O1)=O)C)C=C2OC